1-ethynyl-1-methoxycyclobutane C(#C)C1(CCC1)OC